N1=CN=C(C2=C1C=CS2)N2CCC(CC2)CN2N=C(C=CC2=O)N2N=CN=C2 2-[(1-thieno[3,2-d]pyrimidin-4-ylpiperidin-4-yl)methyl]-6-(1,2,4-triazol-1-yl)pyridazin-3-one